5-[4-(difluoromethoxy)-2,3-difluoro-phenyl]-1-methyl-imidazole-2-carboxamide FC(OC1=C(C(=C(C=C1)C1=CN=C(N1C)C(=O)N)F)F)F